1,4-bis(t-butyldimethylsilyloxy)benzene [Si](C)(C)(C(C)(C)C)OC1=CC=C(C=C1)O[Si](C)(C)C(C)(C)C